4-(2,6-trimethyl-1-cyclohexen-1-yl)-3-buten-2-one CC1=C(C(CCC1)(C)C)/C=C/C(=O)C